ClC=1C=C(C=C(C1)OC1=CC=C(C=C1)Cl)NC(=O)C1=CC=2C(=CN=C(C2)C(C)(C)S(=O)(=O)C)S1 N-(3-Chloro-5-(4-chlorophenoxy)phenyl)-5-(2-(methylsulfonyl)propan-2-yl)thieno[2,3-c]pyridin-2-carboxamid